Di-1-adamantyl-phosphine chloride [Cl-].C12(CC3CC(CC(C1)C3)C2)PC23CC1CC(CC(C2)C1)C3